1,3-dimethylhydroxymethyl-dimethyl-hydantoin CN1C(=O)N(C(=O)C1(CCO)C)C